ethyl 2-amino-3-[(2,5-dibromothiophene-3-sulfonyl)amino]propanoate NC(C(=O)OCC)CNS(=O)(=O)C1=C(SC(=C1)Br)Br